1-nitro-4-(tert-pentyl)benzene cis-methyl-3-((5-fluoro-4-(3-(pyrrolidin-1-yl)phenyl)pyrimidin-2-yl)amino)cyclohexane-1-carboxylate COC(=O)[C@@H]1C[C@@H](CCC1)NC1=NC=C(C(=N1)C1=CC(=CC=C1)N1CCCC1)F.[N+](=O)([O-])C1=CC=C(C=C1)C(C)(C)CC